5-Aminomethylbenzonitrile NCC=1C=CC=C(C#N)C1